vinyl-iodoboron C(=C)[B]I